1-(4-Fluorobenzenesulfonyl)-4-(4-methyl-4H-1,2,4-triazol-3-yl)piperidine FC1=CC=C(C=C1)S(=O)(=O)N1CCC(CC1)C1=NN=CN1C